BrCCC1=CC=C(CO)C=C1 4-(2-bromoethyl)benzyl alcohol